6,7-dimethoxy-1,2,3,4-tetrahydroisoquinolin COC=1C=C2CCNCC2=CC1OC